CC1(CN(C2=C1C=NC(=C2)CCC(C)C)C(CN2[C@H](CN[C@@H](C2)C)COC)=O)C 1-[3,3-Dimethyl-6-(3-methyl-butyl)-2,3-dihydro-pyrrolo[3,2-c]pyridin-1-yl]-2-((2R,5R)-2-methoxymethyl-5-methyl-piperazin-1-yl)-ethanone